COC1=C(CN(C(O)=O)C2=CC(=C(C=C2)C)NC2=NC=CC(=N2)C=2C=NC=CC2)C=CC(=C1)OC.C(CCCCCCCCC)C(C(C)O)(CCCCCCCCCC)O didecyl-propylene glycol 2,4-dimethoxybenzyl-(4-methyl-3-((4-(pyridin-3-yl)pyrimidin-2-yl)amino)phenyl)carbamate